C(=O)[O-].[NH3+][C@@H](CCCCN)C(=O)O lysinium formate